BrC1=C(OCCCSCC2=CNC(O2)=S)C=C(C=C1)Br 5-[(2,5-dibromophenoxypropylsulfanyl)methyl]oxazole-2(3H)-thione